CC1=NC(=CC(=C1)C=1C(=C(C(=C(C1N1C2=CC=CC=C2C=2C=C(C=CC12)C)N1C2=CC=CC=C2C=2C=C(C=CC12)C)N1C2=CC=CC=C2C=2C=C(C=CC12)C)C=1OC2=C(N1)C=CC=C2)N2C1=CC=CC=C1C=1C=C(C=CC21)C)C 2-(3-(2,6-dimethylpyridin-4-yl)-2,4,5,6-tetrakis(3-methyl-9H-carbazol-9-yl)phenyl)benzo[d]oxazole